C1(=CC=CC=C1)C(C(=O)O)N1C[C@@H](CC1)OC1CCC(CC1)C1=NC=2NCCCC2C=C1 2-phenyl-2-((R)-3-((1R,4R)-4-(5,6,7,8-tetrahydro-1,8-naphthyridin-2-yl)cyclohexyloxy)pyrrolidin-1-yl)acetic acid